9,9'-((9-(2-methyl-4-(trifluoromethyl)phenyl)-9H-carbazole-2,7-diyl)bis(3,1-phenylene))bis(9H-carbazole) CC1=C(C=CC(=C1)C(F)(F)F)N1C2=CC(=CC=C2C=2C=CC(=CC12)C=1C=C(C=CC1)N1C2=CC=CC=C2C=2C=CC=CC12)C=1C=C(C=CC1)N1C2=CC=CC=C2C=2C=CC=CC12